1-((3s,4r)-4-(3-fluorophenyl)-1-(2-methoxyethyl)pyrrolidin-3-yl)-3-(4-methyl-3-(2-methyl-2H-1,2,3-triazol-4-yl)-1-phenyl-1H-pyrazol-5-yl)urea FC=1C=C(C=CC1)[C@H]1[C@@H](CN(C1)CCOC)NC(=O)NC1=C(C(=NN1C1=CC=CC=C1)C1=NN(N=C1)C)C